5-chloro-6-fluoro-4-(2-(((2R,7aS)-2-fluorohexahydro-1H-pyrrolizin-7a-yl)methoxy)-4-(1-oxa-6-azaspiro[3.5]nonan-6-yl)-5,6-dihydropyrido[3,4-d]pyrimidin-7-yl)naphthalen-2-ol ClC1=C2C(=CC(=CC2=CC=C1F)O)N1CC=2N=C(N=C(C2CC1)N1CC2(CCO2)CCC1)OC[C@]12CCCN2C[C@@H](C1)F